BrC=1C=CC=2C3=C(N(C2C1)C)C=CN=C3 7-bromo-5-methyl-5H-pyrido[4,3-b]indole